((2-(2-isopropylphenyl)-7-methyl-8-oxo-7,8-dihydro-9H-purin-9-yl)methyl)piperidine-1-carboxylic acid tert-butyl ester C(C)(C)(C)OC(=O)N1C(CCCC1)CN1C2=NC(=NC=C2N(C1=O)C)C1=C(C=CC=C1)C(C)C